N-(6-((R)-1-cyanospiro[2.2]pentan-1-yl)isoquinolin-3-yl)-2-(pyridin-4-yl)cyclopropane-1-carboxamide C(#N)[C@@]1(CC12CC2)C=2C=C1C=C(N=CC1=CC2)NC(=O)C2C(C2)C2=CC=NC=C2